FC=1C(=NC(=NC1)NC1=CC(=C(C(=C1)OC)OC)OC)NC1=C(C(=O)NC)C=CC=C1 2-((5-Fluoro-2-((3,4,5-trimethoxyphenyl)amino)pyrimidin-4-yl)amino)-N-methylbenzamide